1-(1-(6-cyclopropylpyridin-3-yl)ethyl)-6-(2-(5-fluoropyrimidin-2-yl)cyclobutyl)-4-oxo-4,5-dihydro-1H-pyrazolo[3,4-d]pyrimidine-3-carbonitrile C1(CC1)C1=CC=C(C=N1)C(C)N1N=C(C2=C1N=C(NC2=O)C2C(CC2)C2=NC=C(C=N2)F)C#N